(S)-2-((6-(2-(4-(1-Acryloylazetidin-3-yl)piperazin-1-yl)ethyl)-7-fluoro-1-methyl-2-oxo-1,2,3,4,5,6-hexahydrobenzo[b][1,4]diazocin-3-yl)amino)-6-methyl-4-(trifluoromethyl)nicotinonitril C(C=C)(=O)N1CC(C1)N1CCN(CC1)CCN1C2=C(N(C([C@H](CC1)NC1=C(C#N)C(=CC(=N1)C)C(F)(F)F)=O)C)C=CC=C2F